C1(CC1)C(C(=O)NCCNC1=C2C(N(C(C2=CC=C1)=O)C1C(NC(CC1)=O)=O)=O)NC(C1=CC=CC=C1)=O N-(1-cyclopropyl-2-((2-((2-(2,6-dioxopiperidin-3-yl)-1,3-dioxoisoindolin-4-yl)-amino)ethyl)amino)-2-oxoethyl)benzamide